4-methyl-5-propoxycarbonyl-thiazole-2-carboxylic acid CC=1N=C(SC1C(=O)OCCC)C(=O)O